N-(β-aminoethyl)aminopropyltrimethoxysilane NCCNCCC[Si](OC)(OC)OC